lauryl tetracos-15-enoate C(CCCCCCCCCCCCCC=CCCCCCCCC)(=O)OCCCCCCCCCCCC